BrC=1N=CC(=NC1)N1N=CN=C1[C@H](C)NC(OCCCC)=O butyl N-[(1S)-1-[2-(5-bromopyrazin-2-yl)-1,2,4-triazol-3-yl]ethyl]carbamate